OC1=CC=C(C=C1)N1CCN(CC1)C(=O)C1=NNC2=CC=CC=C12 [4-(4-Hydroxyphenyl)-piperazin-1-yl]-(1H-indazol-3-yl)-methanone